C1(CC1)N1N=CC(=C1)CC1CN(C1)C(=O)OC(C)(C)C tert-butyl 3-((1-cyclopropyl-1H-pyrazol-4-yl)methyl)azetidine-1-carboxylate